C1(=CC=C(C=C1)C(=O)C1=CC(CC2=C(N1)C=CC=C2)=O)C2=CC=CC=C2 2-([1,1'-Biphenyl]-4-carbonyl)-1,5-dihydro-4H-benzo[b]azepine-4-One